FC=1C=C(C=CC1)C(C(=O)O)O 2-(3-fluorophenyl)-2-hydroxyacetic acid